ClC1=C(OC=2N=NC(=CC2C(=O)NC2=CC(=CC=C2)S(=O)(=N)C)C(F)(F)F)C=CC(=C1)OC(F)F 3-(2-chloro-4-difluoromethoxyphenoxy)-N-(3-(S-methylsulfonimidoyl)phenyl)-6-(trifluoromethyl)pyridazine-4-carboxamide